BrC1=CC=C(C=C1)C1=NOC(=N1)C=1C=C2C(=NC1)OC([C@@H](C2)O)(C)C (R)-6-(3-(4-bromophenyl)-1,2,4-oxadiazol-5-yl)-2,2-dimethyl-3,4-dihydro-2H-pyrano[2,3-b]pyridin-3-ol